CC=1C=CC=2N(C3=CC=C(C=C3C2C1)C)C1=CC=C(C=C1)C1=CC(=C(C(=N1)C1=CC=C(C=C1)N1C2=CC=CC=C2C=2C=C(C=CC12)C1=CC=CC=C1)C1=CC=C(C=C1)N1C2=CC=CC=C2C=2C=C(C=CC12)C1=CC=CC=C1)C1=C(C=CC=C1)C1=NC(=NC(=N1)C1=CC=CC=C1)C1=CC=CC=C1 9,9'-((6-(4-(3,6-dimethyl-9H-carbazol-9-yl)phenyl)-4-(2-(4,6-diphenyl-1,3,5-triazin-2-yl)phenyl)pyridine-2,3-diyl)bis(4,1-phenylene))bis(3-phenyl-9H-carbazole)